C(C)(C)(C)OC(=O)NCCNC1=CC=C(C=N1)C=1C=C2CCCOC2=CC1 6-(6-((2-((tert-butoxycarbonyl)amino)ethyl)amino)pyridin-3-yl)chroman